N[C@@](C)(CC)C(=O)O iso-valine